8-(4-chloro-2-fluoro-phenyl)-3-methyl-6-[(2R)-2-(1-methylpyrazol-4-yl)morpholin-4-yl]-2-(trifluoromethyl)pyrido[3,4-d]pyrimidin-4-one ClC1=CC(=C(C=C1)C1=NC(=CC2=C1N=C(N(C2=O)C)C(F)(F)F)N2C[C@H](OCC2)C=2C=NN(C2)C)F